tert-butyl (3S,4R)-4-((4-(3-(2-(benzyloxy)-6-hydroxypyridin-3-yl)-7-fluoro-1-methyl-1H-indazol-6-yl)piperidin-1-yl)methyl)-3-fluoropiperidine-1-carboxylate C(C1=CC=CC=C1)OC1=NC(=CC=C1C1=NN(C2=C(C(=CC=C12)C1CCN(CC1)C[C@@H]1[C@@H](CN(CC1)C(=O)OC(C)(C)C)F)F)C)O